C(C1=CC=CC=C1)NC(C(=O)N[C@H](C(N[C@@H](C[C@H]1C(NCC1)=O)C(COC1=C(C(=CC(=C1F)F)F)F)=O)=O)CC(C)C)=O N1-benzyl-N2-((S)-4-methyl-1-oxo-1-(((S)-3-oxo-1-((S)-2-oxopyrrolidin-3-yl)-4-(2,3,5,6-tetrafluoro-phenoxy)butan-2-yl)amino)pentan-2-yl)oxalamide